3-methoxy-1,2-phenylene bis(2-((tert-butoxycarbonyl)amino)-3-methylbutanoate) C(C)(C)(C)OC(=O)NC(C(=O)OC1=C(C(=CC=C1)OC)OC(C(C(C)C)NC(=O)OC(C)(C)C)=O)C(C)C